ClC1=C(C=CC=C1)[C@H]1CC[C@H](N1C(=O)C1=CC(=C(C=C1)C1=CC(=C(C=C1)OC)OC)F)C(=O)O (2S,5R)-5-(2-chlorophenyl)-1-(2-fluoro-3',4'-dimethoxy-[1,1'-biphenyl]-4-carbonyl)pyrrolidine-2-carboxylic acid